6-(6-fluoro-1H-indol-4-yl)-2-methoxy-5-oxo-5,6-dihydro-1,6-naphthyridine-8-carboxylic acid ethyl ester C(C)OC(=O)C1=CN(C(C=2C=CC(=NC12)OC)=O)C1=C2C=CNC2=CC(=C1)F